ONC(/C=C/C1=C(C=CC=C1)N1CCC(CC1)NC(=O)C1=CC2=C(NN=N2)C=C1)=O (E)-N-(1-(2-(3-(hydroxyamino)-3-oxoprop-1-en-1-yl)phenyl)piperidin-4-yl)-1H-benzo[d][1,2,3]triazole-5-carboxamide